2-(6-{[3-(2,3-dichloro-6-fluorophenyl)pyrrolidin-3-yl]amino}-3-methylindazol-2-yl)ethanol ClC1=C(C(=CC=C1Cl)F)C1(CNCC1)NC=1C=CC2=C(N(N=C2C1)CCO)C